6-chloro-2-(cyclopropylmethoxy)-8-(4-(difluoromethoxy)phenyl)pteridine-7(8H)-one ClC1=NC=2C=NC(=NC2N(C1=O)C1=CC=C(C=C1)OC(F)F)OCC1CC1